1-(3-(dibenzylamino)cyclobutyl)-5-(4,4,5,5-tetramethyl-1,3,2-dioxaborolan-2-yl)pentan-1-one C(C1=CC=CC=C1)N(C1CC(C1)C(CCCCB1OC(C(O1)(C)C)(C)C)=O)CC1=CC=CC=C1